C(C)(C)(C)OC(=O)N1C[C@H]([C@@H](C1)C=1NC(C=2N(C1)C(=NC2)C2CCOCC2)=O)C trans-3-methyl-4-[8-oxo-3-(tetrahydro-pyran-4-yl)-7,8-dihydro-imidazo[1,5-a]pyrazin-6-yl]-pyrrolidine-1-carboxylic acid tert-butyl ester